(2S)-2-((2-amino-5-(5'H-8-azaspiro[bicyclo[3.2.1]octane-3,4'-oxazol]-2'-yl)pyridin-4-yl)amino)-2-phenylethan-1-ol NC1=NC=C(C(=C1)N[C@H](CO)C1=CC=CC=C1)C=1OCC2(N1)CC1CCC(C2)N1